7-methyl-3-((3-oxo-3-((1-(2,2,2-Trifluoroethyl)pyrrolin-3-yl)oxy)propyl)amino)benzo[e][1,2,4]triazine-1,4-dioxide CC1=CC2=C([N+](=C(N=[N+]2[O-])NCCC(OC2=CN(CC2)CC(F)(F)F)=O)[O-])C=C1